[C@H]1([C@@H](O)[C@@H](O)[C@H](O)[C@H](O1)CO)O[C@@H]1[C@@H]([C@@H](OCCN)O[C@@H]([C@H]1O)CO[C@@H]1[C@@H](O)[C@@H](O)[C@H](O)[C@H](O1)CO)O 2-aminoethyl α-D-mannopyranosyl-(1→3)-[α-D-mannopyranosyl-(1→6)]-α-D-mannopyranoside